octadecenyldisulfide C(=CCCCCCCCCCCCCCCCC)SSC=CCCCCCCCCCCCCCCCC